4-[(1R)-(2-hydroxymethyl-1H-imidazol-1-yl)-2-hydroxyethyl]-3-fluoro-benzonitrile OCC=1N(C=CN1)C(CC1=C(C=C(C#N)C=C1)F)O